[C@H]12CNC[C@@H]2C1C(=O)C1CC1 (1R,5S,6r)-3-azabicyclo[3.1.0]Hexane-6-yl-(cyclopropyl)methanone